N[C@@H](CC(=O)O)C(=O)N1[C@@H](CCC1)C(=O)O Aspartyl-L-proline